BrC1=CC2=C(N(C(=N2)C=2N3CCN(C4=CC=CC(C2)=C34)C(=O)OC(C)(C)C)C)C(=C1)OC tert-butyl 2-(5-bromo-7-methoxy-1-methyl-benzimidazol-2-yl)-1,9-diazatricyclo[6.3.1.04,12]dodeca-2,4(12),5,7-tetraene-9-carboxylate